(S)-2-(5-(isopropoxymethyl)-2-methoxyphenyl)-2-((R)-3-((5-(5,6,7,8-tetrahydro-1,8-naphthyridin-2-yl)pentyl)oxy)pyrrolidin-1-yl)acetic acid C(C)(C)OCC=1C=CC(=C(C1)[C@@H](C(=O)O)N1C[C@@H](CC1)OCCCCCC1=NC=2NCCCC2C=C1)OC